2-(3-methoxy-4-hydroxyphenyl)ethanol COC=1C=C(C=CC1O)CCO